NCCOCCOCCOCCOCCOC=1C(=CC(=C(NC2=NC=C(C(=N2)NC2=C(C=C(C=C2)OC)NS(=O)(=O)C)Cl)C1)C)OC N-[2-[[2-[5-[2-[2-[2-[2-(2-aminoethoxy)ethoxy]ethoxy]ethoxy]ethoxy]-4-methoxy-2-methyl-anilino]-5-chloro-pyrimidin-4-yl]amino]-5-methoxy-phenyl]methanesulfonamide